C[Si](OC(C#C)(C)C)(OC(C#C)(C)C)C=C methyl-vinyl-bis(3-methyl-1-butyn-3-yloxy)silane